5-(2-(((1-fluorocyclobutyl)methyl)amino)-7H-pyrrolo[2,3-d]pyrimidin-5-yl)-N-(trans-4-methoxycyclohexyl)pyrazolo[1,5-a]pyridine-3-carboxamide FC1(CCC1)CNC=1N=CC2=C(N1)NC=C2C2=CC=1N(C=C2)N=CC1C(=O)N[C@@H]1CC[C@H](CC1)OC